C1(CC1)CCCCOC1=NSN=C1C=1CN(CCC1)C (4-(Cyclopropyl)butoxy)-4-(1-methyl-1,2,5,6-tetrahydropyridin-3-yl)-1,2,5-thiadiazole